CC1=C(C=NC=2OCCN(C21)C(=O)OC(C)(C)C)N2CC=1N=C(N=CC1CC2)NC2=CC=C(C=C2)CN2CCN(CC2)C tert-butyl 8-methyl-7-[2-({4-[(4-methylpiperazin-1-yl)methyl]phenyl}amino)-5H,6H,7H,8H-pyrido[3,4-d]pyrimidin-7-yl]-1H,2H,3H-pyrido[2,3-b][1,4]oxazine-1-carboxylate